FC1=C(OC2=CC=C(C=C2)C=2N=C(N3C2C=NC=C3)[C@H]3CN(CC3)C(C=C)=O)C=CC=C1OC (R)-1-(3-(1-(4-(2-fluoro-3-methoxyphenoxy)phenyl)imidazo[1,5-a]pyrazin-3-yl)pyrrolidin-1-yl)prop-2-en-1-one